[K].FC1=CC=C(C=C1)S(=O)(=O)C1=C(C(=O)N)C=CC=C1 4-fluorobenzenesulfonylbenzamide potassium